C(C)N(CC)CC.NC=1C=C(C(=O)O)C=CC1 meta-aminobenzoic acid-triethylamine salt